C1(CC1)C(=O)N1CCC(CC1)CN1[C@@H]([C@H]([C@@H]([C@H](C1)O)O)O)C cyclopropyl(4-(((2R,3R,4R,5S)-3,4,5-trihydroxy-2-methylpiperidin-1-yl)methyl)piperidin-1-yl)methanone